tert-butyl 6-[6-(3-amino-2,6-difluoro-benzoyl)-4-oxo-quinazolin-3-yl]-2-azaspiro[3.3]heptane-2-carboxylate NC=1C(=C(C(=O)C=2C=C3C(N(C=NC3=CC2)C2CC3(CN(C3)C(=O)OC(C)(C)C)C2)=O)C(=CC1)F)F